Tungsten-Thorium Oxide [O-2].[Th+4].[W+4].[O-2].[O-2].[O-2]